4-(1-(2,2-difluoroethyl)-2-(3,4-dimethoxyphenyl)-1H-benzo[D]imidazol-6-yl)piperidine-1-carboxylic acid tert-butyl ester C(C)(C)(C)OC(=O)N1CCC(CC1)C=1C=CC2=C(N(C(=N2)C2=CC(=C(C=C2)OC)OC)CC(F)F)C1